(S)-2-(tert-butoxy)-2-(7-(4-chlorophenyl)-5-methyl-2-(1-methyl-3-(1-((R)-1-methylpyrrolidin-3-yl)piperidin-4-yl)-1H-indazol-5-yl)benzo[d]thiazol-6-yl)acetic acid C(C)(C)(C)O[C@H](C(=O)O)C1=C(C2=C(N=C(S2)C=2C=C3C(=NN(C3=CC2)C)C2CCN(CC2)[C@H]2CN(CC2)C)C=C1C)C1=CC=C(C=C1)Cl